BrC1=CC=C(C(=N1)NC1=C(C#N)C=CC(=C1)F)[N+](=O)[O-] 2-[(6-bromo-3-nitropyridin-2-yl)amino]-4-fluorobenzonitrile